tert-Butyl exo-6-(methylsulfonyloxymethyl)-3-azabicyclo[3.1.0]hexane-3-carboxylate CS(=O)(=O)OCC1C2CN(CC12)C(=O)OC(C)(C)C